N-(2-iodophenylmethyl)aniline IC1=C(C=CC=C1)CNC1=CC=CC=C1